tert-butyl 4-((4-(4-(4-(5-fluoro-3-(3-hydroxy-4-isobutylpyrrolidine-1-carboxamido)-2-methylphenyl)-7H-pyrrolo[2,3-d]pyrimidin-6-yl)benzyl)piperazin-1-yl)methyl)piperidine-1-carboxylate FC=1C=C(C(=C(C1)C=1C2=C(N=CN1)NC(=C2)C2=CC=C(CN1CCN(CC1)CC1CCN(CC1)C(=O)OC(C)(C)C)C=C2)C)NC(=O)N2CC(C(C2)CC(C)C)O